C(#N)C=1C=C(C=C(C1)NC(CC1=CC=CC=C1)=O)C(=O)NC(C(=O)N)(C)C 2-[[3-cyano-5-(2-phenylacetamido)phenyl]formamido]-2-methylpropanamide